The molecule is an N-(2-naphthyl)carboxamide obtained by formal condensation of the C-terminal carboxy group of L-glutamyl-L-glutamic acid with the amino group of 2-naphthylamine. It has a role as a chromogenic compound. It is a N-(2-naphthyl)carboxamide and a dipeptide. C1=CC=C2C=C(C=CC2=C1)NC(=O)[C@H](CCC(=O)O)NC(=O)[C@H](CCC(=O)O)N